N=1C=C(N2N=CC=CC21)C2=C1CNC(C1=C(C=C2)NC2=NC=C(C=C2)N2CCN(CC2)C)=O 4-imidazo[1,2-b]pyridazin-3-yl-7-[[5-(4-methylpiperazin-1-yl)-2-pyridyl]amino]isoindolin-1-one